3-endo-[2-propoxy-4-(trifluoromethyl)phenoxy]benzonitrile C(CC)OC1=C(OC=2C=C(C#N)C=CC2)C=CC(=C1)C(F)(F)F